CN(C1CN(CC1)CC1=C(C=C(C=C1)NC(OC1=CC=CC=C1)=O)C(F)(F)F)C phenyl (4-((3-(dimethylamino)pyrrolidin-1-yl)methyl)-3-(trifluoromethyl)phenyl)carbamate